1-{3-[1-(2-Chlorobenzoyl)-5-[(5-chlorothiophen-2-yl)methoxy]-4-methoxy-1H-pyrazol-3-yl]-5-hydroxy-2-(trifluoromethyl)pyrrolidin-1-yl}-2-(morpholin-4-yl)ethan-1-on ClC1=C(C(=O)N2N=C(C(=C2OCC=2SC(=CC2)Cl)OC)C2C(N(C(C2)O)C(CN2CCOCC2)=O)C(F)(F)F)C=CC=C1